CN(CCN(C1=NC(=C(C=C1NC(C=C)=O)NC1=NC=CC(=N1)N1C(N2CCCC3=CC=CC1=C23)=O)OCC(F)(F)F)C)C N-(2-((2-(dimethylamino)ethyl)(methyl)amino)-5-((4-(2-oxo-5,6-dihydro-4H-imidazo[4,5,1-ij]quinolin-1(2H)-yl)pyrimidin-2-yl)amino)-6-(2,2,2-trifluoroethoxy)pyridin-3-yl)acrylamide